N1N=NN=C1N(N)CCO 2-(1-(1H-tetrazol-5-yl)hydrazino)ethan-1-ol